(3-(benzyloxy)-2,6-dimethylphenyl)-4-bromo-1-(2-fluoroethyl)-3-(trifluoromethyl)-1H-pyrazol-5-amine C(C1=CC=CC=C1)OC=1C(=C(C(=CC1)C)NC1=C(C(=NN1CCF)C(F)(F)F)Br)C